O=C1NC(CCC1N1C(C2=CC=C(C=C2C1)N1CCN(CC1)CCCC1CCN(CC1)C1=CC=C(C=C1)\C(=C(\CC)/C1=CC=CC=C1)\C1=CC=C(C=C1)B(O)O)=O)=O (Z)-(4-(1-(4-(4-(3-(4-(2-(2,6-dioxopiperidin-3-yl)-1-oxoisoindolin-5-yl)piperazin-1-yl)propyl)piperidin-1-yl)phenyl)-2-phenylbut-1-en-1-yl)phenyl)boronic acid